C1CCCC12CC(=CCC2)C=O spiro[4.5]dec-7-ene-7-carbaldehyde